O=C1N2C(SCCC1)CCCC2C(=O)[O-] 5-oxooctahydro-7H-pyrido[2,1-b][1,3]thiazepine-7-carboxylate